3-pentoxy-N,N-diethylpropanamide C(CCCC)OCCC(=O)N(CC)CC